2-(methylthio)quinazoline CSC1=NC2=CC=CC=C2C=N1